(R)-1-chloro-3-(4-(2-(4-((R)-2-hydroxy-3-(4-(hydroxymethyl)-1H-1,2,3-triazol-1-yl)propoxy)phenyl)propan-2-yl)phenoxy)propan-2-ol ClC[C@@H](COC1=CC=C(C=C1)C(C)(C)C1=CC=C(C=C1)OC[C@@H](CN1N=NC(=C1)CO)O)O